indenoisoquinoline C1=NC=CC2=CC=C3C(=C12)CC=1C=CC=CC13